4-((6-((4-cyano-2-fluorophenoxy)methyl)pyridin-2-yl)oxy)piperidine C(#N)C1=CC(=C(OCC2=CC=CC(=N2)OC2CCNCC2)C=C1)F